5-(2-naphthyl)-1-phenyl-3-difluoromethyl-1H-pyrazole-4-carbonitrile C1=C(C=CC2=CC=CC=C12)C1=C(C(=NN1C1=CC=CC=C1)C(F)F)C#N